8-bromo-2-(2-(2-chloro-4-(trifluoromethoxy)phenoxy)acetyl)-1,3,4,12a-tetrahydrobenzo[e]pyrazino[1,2-a][1,4]diazepine-6,12(2H,11H)-dione BrC1=CC2=C(NC(C3N(C2=O)CCN(C3)C(COC3=C(C=C(C=C3)OC(F)(F)F)Cl)=O)=O)C=C1